ClC=1N=CC(=NC1)C(C)O 1-(5-chloropyrazin-2-yl)-ethan-1-ol